ClC1=CN(C2=CC=C(C=C12)C=O)C1=NOC(=N1)C1=CC(=C(C=C1)OC(C)C)Cl 3-chloro-1-(5-(3-chloro-4-isopropoxyphenyl)-1,2,4-oxadiazol-3-yl)-1H-indole-5-carbaldehyde